C(C)(=O)OCC1(CC1)CCCC(C(=O)O)(C)C1=CC(=CC=C1)Br 5-(1-(acetoxymethyl)cyclopropyl)-2-(3-bromophenyl)-2-methylpentanoic acid